2,2-difluoro-2,3-dihydro-1H-indene-5-carbonitrile FC1(CC2=CC=C(C=C2C1)C#N)F